N-cyclopropyl-2-(4-cyclopropyl-6-methoxypyrimidin-5-yl)-N-(4-(5-methyl-3-(trifluoromethyl)-1H-pyrazol-1-yl)benzyl)-7H-purin-6-amine C1(CC1)N(C1=C2NC=NC2=NC(=N1)C=1C(=NC=NC1OC)C1CC1)CC1=CC=C(C=C1)N1N=C(C=C1C)C(F)(F)F